1-amino-3-carbamimidamidocyclobutane-1-carboxylic acid NC1(CC(C1)NC(=N)N)C(=O)O